N[C@H](CS)C(=O)O D-cysteine